OC1=C(C=CC=C1)OC(\C=C\C1=CC=C(C=C1)O)=O (2E)-3-(4-hydroxyphenyl)prop-2-enoic acid-2-hydroxyphenyl ester